(3S,5S)-1-benzyl-5-((tert-butyldimethylsilyl)oxy)piperidin-3-yl 4-nitrobenzoate [N+](=O)([O-])C1=CC=C(C(=O)O[C@@H]2CN(C[C@H](C2)O[Si](C)(C)C(C)(C)C)CC2=CC=CC=C2)C=C1